[Pt].ClCC1=CC=CC=C1 chlorotoluene platinum